O[C@@H]1[C@@H](O)[C@@H](O)C(=O)[C@H](O1)C 4-dehydro-6-deoxy-alpha-D-mannose